ClC1=C(C=CC(=C1)C)C=1C=C(C2=C(NC(=N2)CN2CCN(CC2)C2=CC=CC=C2)C1)C(=O)O 6-(2-chloro-4-methylphenyl)-2-[(4-phenylpiperazin-1-yl)methyl]-1H-benzimidazole-4-carboxylic acid